2-(1-ethyl-3-methyl-1H-pyrazol-5-yl)-8-methoxy-9H-pyrimido[4,5-b]indole-6-carboxylic acid methyl ester COC(=O)C=1C=C2C3=C(NC2=C(C1)OC)N=C(N=C3)C3=CC(=NN3CC)C